NC1=C2C(=NC=N1)N(N=C2C#CC=2C(=CC(=C(C2)NC(=O)N2OCC[C@@H]2C2=CC(=CC(=C2)F)F)F)C)C (R)-N-(5-((4-amino-1-methyl-1H-pyrazolo[3,4-d]pyrimidin-3-yl)ethynyl)-2-fluoro-4-methylphenyl)-3-(3,5-difluorophenyl)isoxazolidin-2-carboxamide